2-isopropyl-5-(phenylsulfonyl)benzene-1,3-diol C(C)(C)C1=C(C=C(C=C1O)S(=O)(=O)C1=CC=CC=C1)O